N-[4-methyl-1-[5-methyl-2-[3-(2-morpholinoethoxy)anilino]pyrimidin-4-yl]indol-5-yl]prop-2-enamide CC1=C2C=CN(C2=CC=C1NC(C=C)=O)C1=NC(=NC=C1C)NC1=CC(=CC=C1)OCCN1CCOCC1